2-((5-(3-ethyl-1,2,4-thiadiazol-5-yl)-2-methylphenyl)amino)-1-(4-(3-hydroxyazetidin-1-yl)indolin-1-yl)ethan-1-one C(C)C1=NSC(=N1)C=1C=CC(=C(C1)NCC(=O)N1CCC2=C(C=CC=C12)N1CC(C1)O)C